O(S(=O)(=O)C(F)(F)F)C1=CC(=CC=2OCOC21)NC2=NC(=CC(=N2)C)NC [6-[[4-methyl-6-(methylamino) pyrimidin-2-yl] amino]-1,3-benzodioxol-4-yl] triflate